6-Bromo-N-((S)-2,2-dicyclopropyl-1-(5-(((S)-2-oxo-4-(trifluoro-methyl)imidazolidin-1-yl)methyl)benzo[d]oxazol-2-yl)ethyl)-3-methylpicolinamide BrC1=CC=C(C(=N1)C(=O)N[C@@H](C(C1CC1)C1CC1)C=1OC2=C(N1)C=C(C=C2)CN2C(N[C@@H](C2)C(F)(F)F)=O)C